C(#N)C1=C(C(=C(C=C1)N1C(N(C(C1=O)(C)C)CCC(=O)OCC)=S)F)SC ethyl 3-[3-(4-cyano-2-fluoro-3-methylthio-phenyl)-5,5-dimethyl-4-oxo-2-thioxoimidazolidin-1-yl]propanoate